2-chloro-N-((6'-(dimethylamino)-[2,3'-bipyridin]-3-yl)methyl)-9-isopropyl-9H-purin-6-amine ClC1=NC(=C2N=CN(C2=N1)C(C)C)NCC=1C(=NC=CC1)C=1C=NC(=CC1)N(C)C